4-((3-((difluoromethyl)sulfonyl)pyridin-2-yl)amino)-N-(methyl-d3)-6-(2-methylcyclopropane-1-carboxamido)pyridazine-3-carboxamide FC(S(=O)(=O)C=1C(=NC=CC1)NC1=C(N=NC(=C1)NC(=O)C1C(C1)C)C(=O)NC([2H])([2H])[2H])F